COC(C1=CC(=C(C=C1)CN[C@H](CO)COC)Br)=O.ClC=1C=C(C=C(C1)Cl)C1(CC(=NO1)C1=CC(=C(C(=O)NN)C=C1)C)C(F)(F)F 4-(5-(3,5-dichlorophenyl)-5-(trifluoromethyl)-4,5-dihydroisoxazol-3-yl)-2-methylbenzoyl-hydrazine methyl-(R)-3-bromo-4-(((1-hydroxy-3-methoxypropan-2-yl)amino)methyl)benzoate